6-[2-Benzyloxyethyl-(but-3-enyl)amino]-3-nitro-5-(trifluoromethyl)pyridine-2-carboxylic acid C(C1=CC=CC=C1)OCCN(C1=C(C=C(C(=N1)C(=O)O)[N+](=O)[O-])C(F)(F)F)CCC=C